CN1N=CC(=C1)C1=NNC2=CC=C(C=C12)C1=C2CN(C(C2=CC=C1)=O)C(C=C)=O 4-[3-(1-methyl-1H-pyrazol-4-yl)-1H-indazol-5-yl]-2-(prop-2-enoyl)-2,3-dihydro-1H-isoindol-1-one